[4-(4-methylpiperazin-1-yl)phenyl]-3-(pyridin-4-yl)-1H-pyrrolo[2,3-b]pyridine CN1CCN(CC1)C1=CC=C(C=C1)N1C=C(C=2C1=NC=CC2)C2=CC=NC=C2